FC(C(=O)O)(F)F.NC1=NC=CC(=C1)C[C@@H]1[C@H](N(C1=O)C(=O)N[C@H](C)C1=CC=CC=C1)C#N (2S,3R)-3-[(2-aminopyridin-4-yl)methyl]-2-cyano-4-oxo-N-[(1R)-1-phenylethyl]azetidine-1-carboxamide trifluoroacetate salt